OC1=C(C([C@H]([C@@H]1CC=C(C)C)O)=O)C(CC(C)C)=O (4S,5S)-3,5-dihydroxy-4-(3-methylbut-2-en-1-yl)-2-(3-methylbutanoyl)cyclopent-2-en-1-one